C(C1=CC=CC=C1)NC(C(=O)O)CC1CCCCC1 2-(benzylamino)-3-cyclohexylpropanoic acid